chlorooxolane-2,2,5,5-tetracarbonitrile cadmium [Cd].ClC1C(OC(C1)(C#N)C#N)(C#N)C#N